tert-butyl {[(3S)-1-(2-bromo-6-nitro-3-phenoxyphenyl)piperidin-3-yl]methyl}carbamate BrC1=C(C(=CC=C1OC1=CC=CC=C1)[N+](=O)[O-])N1C[C@@H](CCC1)CNC(OC(C)(C)C)=O